Tert-butyl(1-((S)-1-(((S)-4-(benzylamino)-3,4-dioxo-1-((S)-2-Oxopyrrolidin-3-Yl)ButanYl)amino)-3-Cyclohexyl-1-Oxopropan-2-Yl)-2-Oxo-1,2-Dihydropyridin-3-Yl)Carbamate C(C)(C)(C)OC(NC=1C(N(C=CC1)[C@H](C(=O)N[C@@H](CC(C(=O)NCC1=CC=CC=C1)=O)[C@H]1C(NCC1)=O)CC1CCCCC1)=O)=O